COC1=C(C=C2C=NN(C2=C1)CC1COCC1)C(=O)OC methyl 6-methoxy-1-((tetrahydrofuran-3-yl) methyl)-1H-indazole-5-carboxylate